C1(=CC=CC=C1)S(=O)(=O)C1=CC=C(C=C1)CNC(=O)C=1N=CC=2N(C1)C=CN2 N-{[4-(benzenesulfonyl)phenyl]meth-yl}imidazo[1,2-a]pyrazine-6-carboxamide